ClC1=C(C(=O)N[C@H](C)C=2C=NC(=NC2)C(F)(F)F)C=C(C=C1C=1SC(=CN1)C)OC[C@H]1CN(CCO1)C 2-chloro-5-(((R)-4-Methylmorpholin-2-yl)methoxy)-3-(5-methylthiazol-2-yl)-N-((R)-1-(2-(trifluoromethyl)pyrimidine-5-yl)ethyl)benzamide